N-(5-(Furan-2-yl)-1,3,4-oxadiazol-2-yl)-2-phenylquinoline-4-carboxamide O1C(=CC=C1)C1=NN=C(O1)NC(=O)C1=CC(=NC2=CC=CC=C12)C1=CC=CC=C1